tris(diacetylamino)aluminum (III) C(C)(=O)N(C(C)=O)[Al](N(C(C)=O)C(C)=O)N(C(C)=O)C(C)=O